oleyl-dimethylaminoacetic acid C(CCCCCCC\C=C/CCCCCCCC)C(C(=O)O)N(C)C